[N+](=O)([O-])C1=CC=C(C=C1)OC(=O)N1C[C@@H](CCC1)N1C(C(=NC=C1)C)=O (R)-3-(3-methyl-2-oxopyrazin-1(2H)-yl)piperidine-1-carboxylic acid-4-nitrophenyl ester